1,4,5,8-naphthalenetetracarboxylic acid tetrahydrazide C1(=CC=C(C=2C(=CC=C(C12)C(=O)NN)C(=O)NN)C(=O)NN)C(=O)NN